S1C(=NC2=C1C=CC=C2)OCC(=O)NC21[C@H](CC(CC2)(CC1)NC(COC1=CC(=C(C=C1)Cl)F)=O)O 2-[(1,3-benzothiazol-2-yl)oxy]-N-{(2S)-4-[2-(4-chloro-3-fluorophenoxy)acetamido]-2-hydroxybicyclo[2.2.2]octan-1-yl}acetamide